CN1C=NC=C1C=1C=C2C=C(N=CC2=CC1)NC(=O)[C@@H]1OCCC1 (R)-N-(6-(1-methyl-1H-imidazol-5-yl)isoquinolin-3-yl)tetrahydrofuran-2-carboxamide